1-{[1-(4-chloro-3-fluorophenyl)-1H-1,2,4-triazol-5-yl]methyl}-3-{[3-methyl-1-(quinolin-3-yl)-1H-1,2,4-triazol-5-yl]methyl}urea ClC1=C(C=C(C=C1)N1N=CN=C1CNC(=O)NCC1=NC(=NN1C=1C=NC2=CC=CC=C2C1)C)F